FC=1C=C2C(NN=C(C2=CC1F)[C@@H](C)N(C(C1=CC(=C(C(=C1)F)F)F)=O)C)=O |r| Racemic-N-(1-(6,7-difluoro-4-oxo-3,4-dihydrophthalazin-1-yl)ethyl)-3,4,5-trifluoro-N-methylbenzamide